6-fluoro-5-(4-(4-(3-fluoro-5-oxo-5,6-dihydro-1,6-naphthyridin-7-yl)-2-azabicyclo[2.1.1]hexan-2-yl)piperidin-1-yl)-N-(methyl-d3)picolinamide FC1=C(C=CC(=N1)C(=O)NC([2H])([2H])[2H])N1CCC(CC1)N1C2CC(C1)(C2)C=2NC(C=1C=C(C=NC1C2)F)=O